NCC(=O)N1C[C@@H](CCC1)N1N=C(C=2C1=NC=NC2N)C2=CC=C(C=C2)OC2=CC=CC=C2 (R)-2-amino-1-(3-(4-amino-(4-phenoxyphenyl)-1H-pyrazolo[3,4-d]pyrimidin-1-yl)piperidin-1-yl)ethanone